dibenzoselenoPhen C1=CC=CC=2[Se]C3=C(C21)C=CC=C3